(R or S)-tert-butyl 4-(4-(3-chloro-4-(dimethylcarbamoyl)phenoxy)pentyl)piperidine-1-carboxylate ClC=1C=C(O[C@@H](CCCC2CCN(CC2)C(=O)OC(C)(C)C)C)C=CC1C(N(C)C)=O |o1:5|